3-(2,5-dimethyl-1H-pyrrol-1-yl)-1-methyl-1H-1,2,4-triazole CC=1N(C(=CC1)C)C1=NN(C=N1)C